1,2-di(4'-formylphenyl)acetylene C(=O)C1=CC=C(C=C1)C#CC1=CC=C(C=C1)C=O